Methyl-2-methylpropanethiolate CC(C(C)C)[S-]